2,2-dimethylthiazolidine CC1(SCCN1)C